1,5-bis(4-amino-3,5-dimethoxyphenyl)-2,4-dimethylpenta-1,4-dien-3-one NC1=C(C=C(C=C1OC)C=C(C(C(=CC1=CC(=C(C(=C1)OC)N)OC)C)=O)C)OC